5,6-dimethyl-1H-benzimidazol-7-amine, hydrochloride Cl.CC1=CC2=C(NC=N2)C(=C1C)N